CC(=C)C(C(C=C(C)C)=O)(C)C 2,3,3,6-tetramethylhepta-1,5-dien-4-one